COC=1N=CC=C2C(=CN(C(C12)=O)C)C1=CC=C(C(=O)O)C(=C1)OC 8,6-dimethoxy-4-(2-methyl-1-oxo-2,7-naphthyridin-4-yl)benzoic acid